OC1=CC=C2NC=C(C[C@H](N)C(=O)O)C2=C1 5-Hydroxy-L-Tryptophan